3-(4-cyano-3,5-difluorophenyl)propanamide C(#N)C1=C(C=C(C=C1F)CCC(=O)N)F